C(CCC)C=1C=C(C(=NC1OC)CCNC(OC(C)(C)C)=O)OC tert-butyl (2-(5-butyl-3,6-dimethoxypyridin-2-yl)ethyl)carbamate